7-bromo-2-methyl-4-((1-(3-(pentafluoro-λ6-sulfanyl)phenyl)ethyl)amino)quinazoline BrC1=CC=C2C(=NC(=NC2=C1)C)NC(C)C1=CC(=CC=C1)S(F)(F)(F)(F)F